ClC=1C=NC(=CC1)N1N=NN=C1CN(CC)C1CCCCC1 3-chloro-6-(5-((cyclohexyl-(ethyl)amino)methyl)-1H-tetrazol-1-yl)pyridine